C(C)(=O)NC[C@@H]1N(C2=CC=CC=C2C1)C(=O)OC(C)(C)C tertbutyl (R)-2-(acetamidomethyl)indoline-1-carboxylate